CC1(CN(C2=C(O1)C=CC=C2)C=2C=NC=1CCN(CC1C2)C=2C(=CC=1N(N2)C(C=CN1)=O)C)C 7-(3-(2,2-dimethyl-2,3-dihydro-4H-benzo[b][1,4]oxazin-4-yl)-7,8-dihydro-1,6-naphthyridin-6(5H)-yl)-8-methyl-4H-pyrimido[1,2-b]pyridazin-4-one